3-((4-cyano-2-fluorophenoxy)methyl)benzene C(#N)C1=CC(=C(OCC=2C=CC=CC2)C=C1)F